C(C)(=O)C1=C(C2=C(N=C(N=C2)NC2=NC=C(C=C2)CCCl)N(C1=O)C1CCCC1)C 6-acetyl-2-[[5-(2-chloroethyl)-2-pyridinyl]amino]-8-cyclopentyl-5-methylpyrido[2,3-d]pyrimidin-7-one